C(#N)CC(C(=O)O)(C)C 3-cyano-2,2-dimethylpropionic acid